C(C)N1C=C(C(C(=C1CO)C1=CC=C(C=C1)F)=O)C(=O)NC1=CC(=C(C=C1)OC1=CC=NC2=CC(=CN=C12)OC)F 1-Ethyl-N-[3-fluoro-4-[(7-methoxy-1,5-naphthyridin-4-yl)oxy]phenyl]-5-(4-fluorophenyl)-6-(hydroxymethyl)-4-oxopyridine-3-carboxamide